C1=NC(=CC2=CC=CC=C12)C=1N=C(C2=C(N1)CCC2)N([C@@H](C(=O)NC=2C=NC(=CC2)C(F)(F)F)C)C (2R)-2-{[2-(isoquinolin-3-yl)-5H,6H,7H-cyclopenta[d]pyrimidin-4-yl](methyl)amino}-N-[6-(trifluoromethyl)pyridin-3-yl]propanamide